[C@H]12COC[C@H](CC1)N2[C@H](C(=O)O)C (S)-2-((1R,5S)-3-oxa-8-azabicyclo[3.2.1]octan-8-yl)propanoic acid